ClC1=NC(=NC=C1)C1CC1 4-chloro-2-cyclopropylpyrimidine